2-(2'-hydroxyphenyl)-4,6-bis(4-phenylphenyl)-triazine OC1=C(C=CC=C1)N1NC(=CC(=N1)C1=CC=C(C=C1)C1=CC=CC=C1)C1=CC=C(C=C1)C1=CC=CC=C1